5-(4-bromobutyl)norbornene BrCCCCC1C2C=CC(C1)C2